tri-isoamyl-amine C(CC(C)C)N(CCC(C)C)CCC(C)C